C(C)(C)(C)C=1C(=C(C(=O)Cl)C=CC1)C(C)(C)C di-tert-butyl-benzoyl chloride